FC=1C=C(C(=C(N)C1)C)B1OC(C(O1)(C)C)(C)C 5-fluoro-2-methyl-3-(4,4,5,5-tetramethyl-1,3,2-dioxaborolan-2-yl)aniline